FC1(C(CNCC1)C)F 4,4-difluoro-3-methylpiperidin